ClC1=CC=C2C(=CC(=NC2=C1)N)N1C=NC=C1 7-chloro-4-(1H-imidazol-1-yl)quinolin-2-amine